CC(C)(CC(CC(C)C)O)O 2,6-dimethylheptane-2,4-diol